C(C1=CC=CC=C1)C=1C=CC(=C(C1)C1=CC(=CC=C1)CCC(=O)O)C(N)=O 3-(5'-benzyl-2'-carbamoylbiphenyl-3-yl)propionic acid